C1(=CC=CC=C1)C[SiH](OC)OC Phenylmethyldimethoxy-silan